ClC=1C(=CC(=NC1)OC)C1=CC(=NN1)C(=O)N1CCC(CC1)C(=O)N[C@@H](C)C1=CC(=CC=C1)F (S)-1-(5-(5-chloro-2-methoxypyridin-4-yl)-1H-pyrazole-3-carbonyl)-N-(1-(3-fluorophenyl)ethyl)piperidine-4-carboxamide